butenyl-triisopropoxysilane C(=CCC)[Si](OC(C)C)(OC(C)C)OC(C)C